CC(C)([C@@H](C(=O)O)N)O The molecule is a hydroxy-L-valine which carries a hydroxy group at position 3. It has a role as a fungal metabolite. It is a non-proteinogenic L-alpha-amino acid and a hydroxy-L-valine.